(6-amino-8-methyl-9H-purin-9-yl)acetic acid NC1=C2N=C(N(C2=NC=N1)CC(=O)O)C